BrC/C=C(/CC/C=C(/CCC=C(C)C)\C)\C (6E,10E)-12-bromo-2,6,10-trimethyldodeca-2,6,10-triene